Cl.NC1C2=CC(=CC=C2CC12CCNCC2)C#N 3-aminospiro[indane-2,4'-piperidine]-5-carbonitrile hydrochloride